6-methyl-4-(4,4,5,5-tetramethyl-1,3,2-dioxaborolan-2-yl)-1-toluenesulfonyl-1H-pyrrolo[2,3-c]pyridin-7(6H)-one CN1C(C2=C(C(=C1)B1OC(C(O1)(C)C)(C)C)C=CN2S(=O)(=O)CC2=CC=CC=C2)=O